trans-4-((3-(2-Iso-propyloxazol-4-yl)-phenyl)((trans-4-(5-methoxy-6-methyl-pyridin-2-yl)cyclohexyl)methyl)carbamoyl)cyclohexyl 3-hydroxyazetidine-1-carboxylate OC1CN(C1)C(=O)O[C@@H]1CC[C@H](CC1)C(N(C[C@@H]1CC[C@H](CC1)C1=NC(=C(C=C1)OC)C)C1=CC(=CC=C1)C=1N=C(OC1)C(C)C)=O